methyl (2s,3r)-2-(4-(bromoethynyl) benzoylamino)-3-hydroxybutyrate BrC#CC1=CC=C(C(=O)N[C@H](C(=O)OC)[C@@H](C)O)C=C1